N-((R)-1-(4-(((R)-1-(3-amino-5-(trifluoromethyl)phenyl)ethyl)amino)-2,8-dimethyl-7-oxo-7,8-dihydropyrido[2,3-d]pyrimidin-6-yl)pyrrolidin-3-yl)acetamide NC=1C=C(C=C(C1)C(F)(F)F)[C@@H](C)NC=1C2=C(N=C(N1)C)N(C(C(=C2)N2C[C@@H](CC2)NC(C)=O)=O)C